C1(CC1)C1=NNC=C1C(=O)[O-] 3-cyclopropyl-1H-pyrazole-4-carboxylate